5-(2-(4-(3-(4-chloro-3-ethyl-1H-pyrrolo[2,3-b]pyridin-5-yl)phenyl)-3-oxopiperazin-1-yl)ethyl)-2-(2,6-dioxopiperidin-3-yl)isoindoline-1,3-dione ClC1=C2C(=NC=C1C=1C=C(C=CC1)N1C(CN(CC1)CCC=1C=C3C(N(C(C3=CC1)=O)C1C(NC(CC1)=O)=O)=O)=O)NC=C2CC